C(CCC)C1=C(C=C(C=2C(C3=C(C=CC=C3C(C12)=O)O)=O)O)C(=O)N n-butyl-4,5-dihydroxy-9,10-dioxo-9,10-dihydro-anthracene-2-carboxamide